2-(2-chlorophenyl)-N-[4-(5-cyclopropyl-1H-1,2,4-triazol-1-yl)-3-sulfamoylphenyl]acetamide ClC1=C(C=CC=C1)CC(=O)NC1=CC(=C(C=C1)N1N=CN=C1C1CC1)S(N)(=O)=O